(R)-3-[2-[3-[4-Amino-8-(cyclopropylamino)pyrido[3,2-d]pyrimidin-6-yl]phenyl]ethynyl]-3-hydroxy-1-methyl-pyrrolidin-2-one NC=1C2=C(N=CN1)C(=CC(=N2)C=2C=C(C=CC2)C#C[C@]2(C(N(CC2)C)=O)O)NC2CC2